2-hexyldecyl oleate 2-hexyldecyl-oleate C(CCCCC)C(COC(CCCCCCC\C=C/CCCCCCCC)=O)CCCCCCCC.C(CCCCCCC\C=C/CCCCCCCC)(=O)OCC(CCCCCCCC)CCCCCC